C(C)C1=C(C(=CC=C1)C)NS(=O)(=O)C=1C=C(C=NC1OC)NC(=O)C=1N=C(SC1)C1=CC=CC=C1 N-(5-(N-(2-ethyl-6-methylphenyl)sulfamoyl)-6-methoxypyridin-3-yl)-2-phenylthiazole-4-carboxamide